FC1(CN(CC1)CC1=CC=C(C=C1)NC(=O)C1=NC(=C2N1C=CC=C2)N2C=NC=C2)F N-(4-((3,3-difluoropyrrolidin-1-yl)methyl)phenyl)-1-(1H-imidazol-1-yl)imidazo[1,5-a]pyridine-3-carboxamide